C1(CC1)C1=C(C(=CC=C1)OC)B1OC(C(O1)(C)C)(C)C 2-(2-cyclopropyl-6-methoxyphenyl)-4,4,5,5-tetramethyl-1,3,2-dioxaborolane